2-allyl-succinic acid C(C=C)C(C(=O)O)CC(=O)O